C1(CC1)N1C[C@@H](CCC1)C(=O)N(C)OC (R)-1-cyclopropyl-N-methoxy-N-methylpiperidine-3-carboxamide